(R)-7-(6-(1-(2,2-difluoro-1-(4-fluorophenyl)propyl)-1H-pyrazol-4-yl)pyridin-2-yl)-[1,2,4]triazolo[1,5-a]pyridin-2-amine FC([C@@H](C1=CC=C(C=C1)F)N1N=CC(=C1)C1=CC=CC(=N1)C1=CC=2N(C=C1)N=C(N2)N)(C)F